2-methoxy-4-(methanesulfonyl)aniline COC1=C(N)C=CC(=C1)S(=O)(=O)C